((1R)-3-methyl-1-(3-(5-phenylpyridin-3-yl)-4,5-dihydroisoxazole-5-carboxamido)butyl)boronic acid CC(C[C@H](NC(=O)C1CC(=NO1)C=1C=NC=C(C1)C1=CC=CC=C1)B(O)O)C